C[C@H](CCCC(C)C)[C@H]1CC[C@@H]\\2[C@@]1(CCC/C2=C\\C=C/3\\C[C@H](C[C@@H](C3=C)O)O)COC(=O)C The molecule is a hydroxycalciol that is calciol with an additional hydroxy group at position C-1 and an acetoxy group at C-18. It has a role as a metabolite. It is a hydroxycalciol, a diol and a member of D3 vitamins.